3,4-dihydroxy-N-(2-(isobutylamino)-2-oxoethyl)picolinamide hydrochloride Cl.OC=1C(=NC=CC1O)C(=O)NCC(=O)NCC(C)C